N-(4-((S)-3-(dimethylamino)pyrrolidin-1-yl)phenyl)-4-(5-phenyl-4,5-dihydro-1H-pyrazol-1-yl)thieno[3,2-d]pyrimidin-2-amine CN([C@@H]1CN(CC1)C1=CC=C(C=C1)NC=1N=C(C2=C(N1)C=CS2)N2N=CCC2C2=CC=CC=C2)C